8-(3-chlorophenyl)-N-(6-morpholinylpyridin-3-yl)pyrido[3,4-d]pyrimidin-2-amine ClC=1C=C(C=CC1)C1=NC=CC2=C1N=C(N=C2)NC=2C=NC(=CC2)N2CCOCC2